5-(2,4-Dioxo-7-(trifluoromethyl)-3,4-dihydroquinazolin-1(2H)-yl)-N-(3-(2,4-dioxo-7-(trifluoromethyl)-3,4-dihydroquinazolin-1(2H)-yl)phenyl)thiophene-3-carboxamide O=C1N(C2=CC(=CC=C2C(N1)=O)C(F)(F)F)C1=CC(=CS1)C(=O)NC1=CC(=CC=C1)N1C(NC(C2=CC=C(C=C12)C(F)(F)F)=O)=O